4-Chloro-6-((cyclopentylmethyl)(methyl)amino)-2,3-dihydro-1H-pyrrolo[3,4-c]pyridin-1-one ClC1=NC(=CC2=C1CNC2=O)N(C)CC2CCCC2